C[N+]1=C(SC2=C1C=CC=C2)C=CC=CC=C2C=CNC1=CC=CC(=C21)C(CC)[N+](C)(C)C 3-methyl-2-([5-[1-(trimethylammonio)propyl]-4(1H)-quinolinylidene]-1-pentadienyl)benzothiazolium